ClS(C=1C=C(C=CC1)F)(F)(F)(F)F 3-(chlorotetrafluoro-λ6-sulfanyl)fluorobenzene